C(=O)(OC(C)(C)C)N1CC1 N-Bocaziridine